NC1(CCN(CC1)C1=NC=2C(=NC=C(N2)SC2=C(C(=O)OC)C=CC=C2)N1)C methyl 2-((2-(4-amino-4-methylpiperidin-1-yl)-1H-imidazo[4,5-b]pyrazin-5-yl)thio)benzoate